CN(CCCNC(=O)C=1C=C(C=C(C1)C(=O)OC1=C(C(=C(C(=C1F)F)F)F)F)C(=O)OC1=C(C(=C(C(=C1F)F)F)F)F)C bis(2,3,4,5,6-pentafluorophenyl) 5-[3-(dimethylamino)propylcarbamoyl]benzene-1,3-dicarboxylate